N-{[5-(hydroxymethyl)-1H-1,2,4-triazol-3-yl]thiocarbamoyl}benzamide OCC1=NC(=NN1)NC(=S)NC(C1=CC=CC=C1)=O